OC1(CCN(C2(CCC2)C1)C(=O)NC=1C(=NNC1)C1=CC2=C(C=N1)C=NN2CC(C)C)C(F)(F)F 8-Hydroxy-N-(3-(1-isobutyl-1H-pyrazolo[4,3-c]pyridin-6-yl)-1H-pyrazol-4-yl)-8-(trifluoromethyl)-5-azaspiro[3.5]nonane-5-carboxamide